2,3,5,6-tetrafluoro-4-pyridinecarbonitrile FC1=NC(=C(C(=C1F)C#N)F)F